4,4'-(cyclohexane-1,1-diyl)bis(N,N-diphenylaniline) C1(CCCCC1)(C1=CC=C(N(C2=CC=CC=C2)C2=CC=CC=C2)C=C1)C1=CC=C(N(C2=CC=CC=C2)C2=CC=CC=C2)C=C1